N4-[2-(6-methyl-2-pyridyl)pyrimidin-4-yl]-N2-(4-piperazin-1-ylsulfonylphenyl)pyrimidine-2,4-diamine CC1=CC=CC(=N1)C1=NC=CC(=N1)NC1=NC(=NC=C1)NC1=CC=C(C=C1)S(=O)(=O)N1CCNCC1